(R)-1-(2-chloropyridin-3-yl)ethyl (1-methyl-4-(5-(1-(trifluoromethyl)cyclobutane-1-carboxamido)pyridin-2-yl)-1H-1,2,3-triazol-5-yl)carbamate CN1N=NC(=C1NC(O[C@H](C)C=1C(=NC=CC1)Cl)=O)C1=NC=C(C=C1)NC(=O)C1(CCC1)C(F)(F)F